2-Chloro-6-methoxy-N-((1S,2R,3S,4R)-3-((3-(trifluoromethyl)bicyclo[1.1.1]pentan-1-yl)carbamoyl)bicyclo[2.2.1]heptan-2-yl)benzo[d]thiazole ClC1SC2=C(N1[C@@H]1[C@H]3CC[C@@H]([C@@H]1C(NC14CC(C1)(C4)C(F)(F)F)=O)C3)C=CC(=C2)OC